CC1=CC(=NC(=N1)OCCC(F)(F)F)NC(C1=C(C=C(C=C1)S(NC1(COC1)C)(=O)=O)N1CCC2(CC2)CC1)=O N-(6-Methyl-2-(3,3,3-trifluoropropoxy)pyrimidin-4-yl)-4-(N-(3-methyloxetan-3-yl)sulfamoyl)-2-(6-azaspiro[2.5]octan-6-yl)benzamide